(5S)-5-ethyl-3-[5-(7-methylspiro[2H-benzofuran-3,1'-cyclopropane]-4-yl)oxypyrazin-2-yl]imidazolidine-2,4-dione C(C)[C@H]1C(N(C(N1)=O)C1=NC=C(N=C1)OC1=CC=C(C2=C1C1(CC1)CO2)C)=O